SC1=C(C(=NC=C1)C(=O)O)C(=O)O 4-mercaptopyridinedicarboxylic acid